4-[(3S)-3-pyrazin-2-yl-isoxazolidine-2-carbonyl]piperidine-1-carboxylic acid tert-butyl ester C(C)(C)(C)OC(=O)N1CCC(CC1)C(=O)N1OCC[C@H]1C1=NC=CN=C1